2-(2-(2-oxabicyclo[3.1.1]heptan-4-yl)-2H-pyrazolo[3,4-b]pyrazin-6-yl)-3-methyl-5-(trifluoromethyl)phenol C12OCC(C(C1)C2)N2N=C1N=C(C=NC1=C2)C2=C(C=C(C=C2C)C(F)(F)F)O